ClC=1C=C(CNC=2C=CC=C3C=CC=NC23)C=C(C1)Cl (3,5-dichlorobenzyl)(quinolin-8-yl)amine